7-(4-(Methoxymethyl)piperidin-1-yl)-3-(1-methyl-1H-indol-3-yl)quinolin-2-amine COCC1CCN(CC1)C1=CC=C2C=C(C(=NC2=C1)N)C1=CN(C2=CC=CC=C12)C